(1-(4-chlorobenzyl)piperidin-3-yl)-2-methyl-3-(pyrimidin-4-yl)pyrazolo[1,5-a]pyrimidine ClC1=CC=C(CN2CC(CCC2)C2=NC=3N(C=C2)N=C(C3C3=NC=NC=C3)C)C=C1